N-[[(2S,5S)-2-[3-(4-chlorophenyl)phenyl]-3-oxo-1,4-oxazepan-5-yl]methyl]pyridine-2-carboxamide ClC1=CC=C(C=C1)C=1C=C(C=CC1)[C@@H]1OCC[C@H](NC1=O)CNC(=O)C1=NC=CC=C1